C1(=CC=CC=C1)P(C1=CC=CC=2C(C3=CC=CC(=C3OC12)P(C1=CC=CC=C1)C1=CC=CC=C1)(OC)OC)C1=CC=CC=C1 4,5-bis-diphenylphosphino-9,9-dimethoxyxanthene